methyl 3-(6-(morpholine-4-carbonyl)-1H-benzo[d]imidazol-2-yl)-1H-indazole-5-carboxylate N1(CCOCC1)C(=O)C=1C=CC2=C(NC(=N2)C2=NNC3=CC=C(C=C23)C(=O)OC)C1